6-oxo-1-(3-pyridyl)pyridine-3-carboxamide O=C1C=CC(=CN1C=1C=NC=CC1)C(=O)N